C(C)(C)(C)OC(=O)C1C(CCCC=2N1C1=C(C(=CC(=C1C2)C=2C=NN(C2)C2OCCCC2)Cl)Cl)=O.C(C=C)N2N=NC=C2 prop-2-enyl-3H-triazole tert-butyl-3,4-dichloro-7-oxo-l-1-(1-(tetrahydro-2H-pyran-2-yl)-1H-pyrazol-4-yl)-7,8,9,10-tetrahydro-6H-azepino[1,2-a]indole-6-carboxylate